C1CC2C3CCC(C3)C2C1 tetrahydrodicyclopentadiene